C(#N)/C(/C(=O)N[C@H](C)C1=CC(=C(C=C1)OC)OC)=C\C1=CNC2=NC=CC(=C21)C2=CC(=CC(=C2)F)F (R,E)-2-cyano-3-(4-(3,5-difluorophenyl)-1H-pyrrolo[2,3-b]pyridin-3-yl)-N-(1-(3,4-dimethoxyphenyl)ethyl)acrylamide